(+/-)-1-ethyl-6,8-difluoro-1,4-dihydro-7-(3-methyl-1-piperazinyl)-4-oxo-3-quinolinecarboxylate C(C)N1C=C(C(C2=CC(=C(C(=C12)F)N1C[C@H](NCC1)C)F)=O)C(=O)[O-] |r|